tert-butyl 2-(isopropylcarbamoyl)-6,7-dihydropyrazolo[1,5-a]pyrazine-5(4H)-carboxylate C(C)(C)NC(=O)C1=NN2C(CN(CC2)C(=O)OC(C)(C)C)=C1